3-hydroxy-1-[3-iodo-5-methyl-4-(propan-2-yl)-1H-pyrazol-1-yl]-3-methylbutan-2-one OC(C(CN1N=C(C(=C1C)C(C)C)I)=O)(C)C